ClCC\C=C/CCCCCCCCC(OCC)OCC (3Z)-1-chloro-13,13-diethoxy-3-tridecene